5-[3-[[4-(Cyclopropylmethoxymethyl)-3-fluoro-phenyl]carbamoyl]-4-fluoro-phenyl]-2-methyl-pyridine-3-carboxylic acid C1(CC1)COCC1=C(C=C(C=C1)NC(=O)C=1C=C(C=CC1F)C=1C=C(C(=NC1)C)C(=O)O)F